C(CCCCCCCCCCCCCCCCCC=CCC=CCC=CCC=CCCCCC)(=O)O 19,22,25,28-tetratriacontatetraenoic acid